CN1CC(C1)(C)[C@@](C=1C=C(C=NC1)C#CC(C(F)(F)F)(O)C)(C1=CC=C(C=C1)C(C)C)O 4-{5-[(R)-(1,3-Dimethyl-azetidin-3-yl)-hydroxy-(4-isopropyl-phenyl)-methyl]-pyridin-3-yl}-1,1,1-trifluoro-2-methyl-but-3-yn-2-ol